(7-chloro-3-methyl-2,3-dihydro-4H-benzo[b][1,4]oxazin-4-yl)methanone ClC=1C=CC2=C(OCC(N2C=O)C)C1